4-methyl-2-tert-butylphenol CC1=CC(=C(C=C1)O)C(C)(C)C